1-hexyl-3-propyltriethoxysilane chloride [Cl-].C(CCCCC)CCC[Si](OCC)(OCC)OCC